BrC1=C(C(=NC=C1)C=O)F bromo-3-fluoropicolinaldehyde